2-acrylamido-2-methylpropane-1-sulfonic acid C(C=C)(=O)NC(CS(=O)(=O)O)(C)C